5-(2,4-difluorophenyl)-N-[3-fluoro-4-[(7-methoxy-1,5-naphthyridin-4-yl)oxy]phenyl]-1,2,6-trimethyl-4-oxopyridine-3-carboxamide FC1=C(C=CC(=C1)F)C=1C(C(=C(N(C1C)C)C)C(=O)NC1=CC(=C(C=C1)OC1=CC=NC2=CC(=CN=C12)OC)F)=O